C(CC)OC1=C2C(=CC=C1)O2 Epoxypropylphenyl ether